C(#N)C1=C(C=CC(=C1)C(F)(F)F)N1CCC(CC1)(C(=O)NCCNC)C=1C=C(C(=NC1)C=1C(=NC=CC1)OCC)F 1-[2-cyano-4-(trifluoromethyl)phenyl]-4-{2'-ethoxy-3-fluoro-[2,3'-bipyridine]-5-yl}-N-[2-(methylamino)ethyl]piperidine-4-carboxamide